C(C)(C)OC(C(CC(=O)[O-])=O)(C)OC(C)C.[Al+3].C(C)(C)OC(C(CC(=O)[O-])=O)(OC(C)C)C.C(C)(C)OC(C(CC(=O)[O-])=O)(OC(C)C)C aluminum diisopropoxy(methyl acetoacetate)